N-[(2,4-difluorophenyl)methyl]-3-[2-(methylthio)ethyl]-5,7-dioxo-6-[(phenyl-methyl)oxy]-2,3,5,7,11,11a-hexahydro[1,3]oxazolo[3,2-a]pyrido[1,2-d]pyrazine-8-carboxamide FC1=C(C=CC(=C1)F)CNC(=O)C=1C(C(=C2N(CC3N(C2=O)C(CO3)CCSC)C1)OCC1=CC=CC=C1)=O